CC1=CC=2N(N=C1N1CC=3C=C(C=NC3CC1)C=1C=NC=CC1C)C(C=CN2)=O 8-methyl-7-(3-(4-methylpyridin-3-yl)-7,8-dihydro-1,6-naphthyridin-6(5H)-yl)-4H-pyrimido[1,2-b]pyridazin-4-one